7-(cyclopropyl-1-d)-5,6,7,8-tetrahydroimidazo[1,2-a]Pyrazine-2-carboxylic acid benzyl ester C(C1=CC=CC=C1)OC(=O)C=1N=C2N(CCN(C2)C2(CC2)[2H])C1